1-cyclopenteneboronic acid C1(=CCCC1)B(O)O